NC=1C=CC(=NC1C)C1=C(C(=NO1)C)NC(OC(C)C=1C(=NC=CC1)F)=O 1-(2-fluoropyridin-3-yl)ethyl (5-(5-amino-6-methylpyridin-2-yl)-3-methylisoxazol-4-yl)carbamate